(R)-2,2,2-trifluoro-1-((R or S)-3-(2-(5-fluorothiophen-2-yl)ethyl)-1-(2-(6-methylpyridin-3-yl)propan-2-yl)pyrrolidin-3-yl)ethyl phenylcarbamate C1(=CC=CC=C1)NC(O[C@@H](C(F)(F)F)[C@]1(CN(CC1)C(C)(C)C=1C=NC(=CC1)C)CCC=1SC(=CC1)F)=O |o1:14|